N1=CNC2=NC=CC(=C21)C=2C=NN(C2)C2=CC=C(C=N2)C(C(F)(F)F)(O)C2CN(C2)C(C)=O (3-(1-(6-(4-(3H-imidazo[4,5-b]pyridin-7-yl)-1H-pyrazol-1-yl)pyridin-3-yl)-2,2,2-trifluoro-1-hydroxyethyl)azetidin-1-yl)ethanone